FC=1C=C2C(=CC=NC2=CC1)C1CCC(CC1)[C@@H](C)N1NC2=CC=C(C=C2C1=C=O)C#N 2-((R)-1-((1s,4S)-4-(6-fluoroquinolin-4-yl)cyclohexyl)ethyl)-3-carbonyl-2,3-dihydro-1H-indazole-5-carbonitrile